C(C1=CC=CC=C1)OC(=O)N[C@@H](CCN(CCCCC1=CC=C2CCCN(C2=N1)C(=O)OC(C)(C)C)CCOCC(F)F)C(=O)OC (S)-tert-butyl 7-(4-((3-(((benzyloxy)carbonyl)amino)-4-methoxy-4-oxobutyl) (2-(2,2-difluoroethoxy)ethyl)amino) butyl)-3,4-dihydro-1,8-naphthyridine-1(2H)-carboxylate